S(=O)(=O)([O-])[O-].[Mn+2].[Co+2].[Ni+2].S(=O)(=O)([O-])[O-].S(=O)(=O)([O-])[O-] nickel cobalt manganese sulfate salt